C(C)(C)(C)OC(=O)N1C[C@@H]2COC3=C(CN2CC1)C=C(C(=C3F)C3=C(C=CC=C3C(F)(F)F)OC)F (12aR)-8,10-difluoro-9-[2-methoxy-6-(trifluoromethyl)phenyl]-3,4,12,12a-tetrahydro-6H-pyrazino[2,1-C][1,4]benzooxazepine-2(1H)-carboxylic acid tert-butyl ester